tert-butyl 4-(3-(5-((4-(4-(trifluoromethyl)thiazol-2-yl)piperazin-1-yl)sulfonyl)indoline-1-carbonyl)phenyl)piperazine-1-carboxylate FC(C=1N=C(SC1)N1CCN(CC1)S(=O)(=O)C=1C=C2CCN(C2=CC1)C(=O)C=1C=C(C=CC1)N1CCN(CC1)C(=O)OC(C)(C)C)(F)F